7-methoxy-2,2-dimethyl-3-chromene COC1=CC=C2C=CC(OC2=C1)(C)C